6-trifluoromethyl-benzenesulfonamide FC(C1=CC=CC=C1S(=O)(=O)N)(F)F